tert-butyl 4-((1-(4-(2-hexyl-1-oxo-1,2-dihydro-2,7-naphthyridin-4-yl)-2,6-dimethoxyphenethyl)piperidin-4-yl)oxy)piperidine-1-carboxylate TFA salt OC(=O)C(F)(F)F.C(CCCCC)N1C(C2=CN=CC=C2C(=C1)C1=CC(=C(CCN2CCC(CC2)OC2CCN(CC2)C(=O)OC(C)(C)C)C(=C1)OC)OC)=O